FC(C(=O)O)(F)F.C(C)(C)(C)C1=NC(=NO1)C(=O)NCC1=C(C=C(C=C1)C1=NC=NN2C1=CC(=C2)C=2C=NN(C2)CC(F)F)C 5-(tert-butyl)-N-(4-(6-(1-(2,2-difluoroethyl)-1H-pyrazol-4-yl)pyrrolo[2,1-f][1,2,4]triazin-4-yl)-2-methylbenzyl)-1,2,4-oxadiazole-3-carboxamide trifluoroacetate